titanium oxide, yttrium salt [Y+3].[O-2].[Ti+4]